NC1=NC=NN2C1=C(C=C2C=2C=C(C(=C(C(=O)N[C@@H]1CN(C[C@@H]1F)C(=O)C1CC(C1)(F)F)C2)C)F)C(F)(F)F 5-[4-amino-5-(trifluoromethyl)pyrrolo[2,1-f][1,2,4]triazin-7-yl]-N-[(3R,4S)-1-(3,3-difluorocyclobutanecarbonyl)-4-fluoropyrrolidin-3-yl]-3-fluoro-2-methylbenzamide